C1(=C(C(=CC(=C1)C)C)S(=O)(=O)N1N=C(N=C1)[N+](=O)[O-])C 1-(mesitylenesulfonyl)-3-nitro-1H-1,2,4-triazole